C(C)(=O)C1=CN(C2=CC=C(C=C12)C=1C=NC=2N(C1)N=C(C2)C)CC(=O)N2[C@@H](C[C@H](C2)F)C(=O)NC2=NC(=CC=C2)Br (2S,4R)-1-(2-(3-acetyl-5-(2-methylpyrazolo[1,5-a]pyrimidin-6-yl)-1H-indol-1-yl)acetyl)-N-(6-bromopyridin-2-yl)-4-fluoropyrrolidine-2-carboxamide